C(C)(=O)OC1=C(C(=C(C(=C1F)F)F)F)F 2,3,4,5,6-pentafluorophenyl acetate